CC(C)(O[Si](O)(C=C)OC(C)(C)C)C 1,1-Bis(1,1-dimethylethoxy)-1-ethenylsilanol